2,4,6-triiodo-N,N-bis(2,3-dihydroxypropyl)isophthalamide IC1=C(C(=O)N(CC(CO)O)CC(CO)O)C(=CC(=C1C(=O)N)I)I